O1N=C(C=C1)NC(=O)[C@@H]1CC12CCN(CC2)C(=O)OC(C(F)(F)F)C(F)(F)F |r| 1,1,1,3,3,3-hexafluoro-propan-2-yl (±)-1-(isoxazol-3-ylcarbamoyl)-6-azaspiro[2.5]octane-6-carboxylate